benzyl N2-[(benzyloxy)carbonyl]-N-[2-({α-D-mannopyranosyl-(1→3)-[α-D-mannopyranosyl-(1→6)]-α-D-mannopyranosyl}oxy)ethyl]-L-glutaminate C(C1=CC=CC=C1)OC(=O)N([C@@H](CCC(N)=O)C(=O)OCC1=CC=CC=C1)CCO[C@@H]1[C@@H](O)[C@@H](O[C@@H]2[C@@H](O)[C@@H](O)[C@H](O)[C@H](O2)CO)[C@H](O)[C@H](O1)CO[C@@H]1[C@@H](O)[C@@H](O)[C@H](O)[C@H](O1)CO